1-methyl-2'-methylpseudouridine CN1C=C([C@H]2[C@](O)([C@H](O)[C@@H](CO)O2)C)C(NC1=O)=O